C(CCCCC(=O)OCC(COC(CCCCC(=O)OCC\C=C/CCCCC)=O)(CO)COC(=O)C1CC2CC2C1)(=O)OCC\C=C/CCCCC O6-[2-(bicyclo[3.1.0]hexane-3-carbonyloxymethyl)-2-(hydroxymethyl)-3-[6-[(Z)-non-3-enoxy]-6-oxo-hexanoyl]oxy-propyl] O1-[(Z)-non-3-enyl] hexanedioate